CC([C@@H](C(=O)N1[C@@H](C[C@H](C1)O)C(=O)NCC1=CC=C(C=C1)C1=C(N=CS1)C)N1C(C2=CC=CC=C2C1)=O)(C)C (2S,4R)-1-((S)-3,3-dimethyl-2-(1-oxoisoindolin-2-yl)butanoyl)-4-hydroxy-N-(4-(4-methylthiazol-5-yl)benzyl)pyrrolidine-2-carboxamide